COC([C@H](NC1=C(C=CC=C1C)C)C)=O N-(2,6-dimethylphenyl)-D-alanine methyl ester